Ethyl 7-[3-(benzyloxy)-5-methoxyphenyl]-3-[3-(naphthalen-1-yloxy)propyl]-1H-indole-2-carboxylate C(C1=CC=CC=C1)OC=1C=C(C=C(C1)OC)C=1C=CC=C2C(=C(NC12)C(=O)OCC)CCCOC1=CC=CC2=CC=CC=C12